C1(CC1)N1N=C(C(=C1NC(OC1CC(C1)(F)F)=O)C)C1CC(C1)(F)F 3,3-difluorocyclobutyl (1-cyclopropyl-3-(3,3-difluorocyclobut-yl)-4-methyl-1H-pyrazol-5-yl)-carbamate